NC1=CC=CC=2C3=CC=CC(=C3C=CC12)N 1,8-diaminophenanthrene